FC=1C(=CC=2C3=C(N(C2C1)CC1=CC=C(CP(OC(C)(C)C)(OC(C)(C)C)=O)C=C1)CNC=N3)F Di-tert-butyl (4-((7,8-difluoro-3,4-dihydro-5H-pyrimido[5,4-b]indol-5-yl)methyl)benzyl)phosphonate